C1(=CC=CC=C1)\C(\CCC(=O)OC)=C(/C=1C=C2CCN(C2=CC1)CCN1CCCC1)\C1=CC=C(C=C1)OC(C(C)(C)C)=O methyl (Z)-4-phenyl-5-(4-(pivaloyloxy)phenyl)-5-(1-(2-(pyrrolidin-1-yl)ethyl)indolin-5-yl)pent-4-enoate